O[C@H](CN1C=CC2=CC=CC=C12)C 1-[(2S)-2-hydroxypropyl]indole